CC(C#N)(C1=CC=C(C=C1)N1C(=NC=2C=NC=3C=CC(=CC3C21)C#CC=2C=NC=CC2)C)C α,α-Dimethyl-4-[2-methyl-8-[2-(3-pyridinyl)ethynyl]-1H-imidazo[4,5-c]quinolin-1-yl]-benzeneacetonitrile